(1-Methyl-piperidin-4-yl)-[1-(3-phenyl-adamantan-1-yl)-ethyl]-amine CN1CCC(CC1)NC(C)C12CC3(CC(CC(C1)C3)C2)C2=CC=CC=C2